C1(=CC=CC=C1)C(CCCC)O phenyl-pentanol